C(C)(C)(C)OC(CC1=C2CCCC2=CC=2CCCC12)=O (1,2,3,5,6,7-hexahydro-s-indacen-4-yl)acetic acid tert-butyl ester